NC=1N=NC(=CC1N1C[C@H]2CC[C@@H](C1)N2C=2C=C(OC1CCN(CC1)C(CCC1=CC=C(NC3C(NC(CC3)=O)=O)C=C1)=O)C=CC2)C2=C(C=CC=C2)O 3-[4-[3-[4-[3-[(1R,5S)-3-[3-amino-6-(2-hydroxyphenyl)pyridazin-4-yl]-3,8-diazabicyclo[3.2.1]octan-8-yl]phenoxy]-1-piperidyl]-3-oxo-propyl]anilino]piperidine-2,6-dione